SC(CO)(C)C 2-mercapto-2-methylpropan-1-ol